18-hydroxyoctadecanoic acid OCCCCCCCCCCCCCCCCCC(=O)O